C1(=CC=C(C=C1)[C@@H]1C[C@@H](N(CC1)C(=O)OC(C)(C)C)C(N[C@H](C(=O)NCC1=C(C=CC(=C1)Cl)N1N=NN=C1)C)=O)C1=CC=CC=C1 tert-Butyl (2R,4S)-4-([1,1'-biphenyl]-4-yl)-2-(((S)-1-((5-chloro-2-(1H-tetrazol-1-yl)benzyl)amino)-1-oxopropan-2-yl)carbamoyl)piperidine-1-carboxylate